C1(CCC(CC1)CO)CO (1r,4r)-cyclohexane-1,4-diyl-dimethanol